5-(3-benzyl-1-(methylsulfonyl)pyrrolidin-3-yl)-1-(4-fluorophenyl)-6-isopropyl-1H-indazole C(C1=CC=CC=C1)C1(CN(CC1)S(=O)(=O)C)C=1C=C2C=NN(C2=CC1C(C)C)C1=CC=C(C=C1)F